3-(5-(1-((1H-indazol-5-yl)methyl)piperidin-4-yl)-4,6-difluoro-1-oxoisoindolin-2-yl)piperidine-2,6-dione N1N=CC2=CC(=CC=C12)CN1CCC(CC1)C=1C(=C2CN(C(C2=CC1F)=O)C1C(NC(CC1)=O)=O)F